FC1=CC=C(C=C1)C#CC1=C(C=CC(=C1)NC(=O)NCCC=1C=NC=CC1)N1CCN(CC1)C(=O)C=1C=C(C=CC1)NC(OC(C)(C)C)=O tert-butyl (3-(4-(2-((4-fluorophenyl)ethynyl)-4-(3-(2-(pyridin-3-yl)ethyl)ureido)phenyl)piperazine-1-carbonyl)phenyl)carbamate